FC1(CCCCC1)CNC=1N=CC2=C(N1)NC=C2C=2C=C1C(=NC2)N=C(N1C(C)C)C N-((1-fluorocyclohexyl)methyl)-5-(1-isopropyl-2-methyl-1H-imidazo[4,5-b]pyridin-6-yl)-7H-pyrrolo[2,3-d]pyrimidin-2-amine